4-Cyclopropyl-N-((S)-(4,4-difluorocyclohexyl)(7-(((3S*,6S*)-2-oxo-6-(trifluoromethyl)piperidin-3-yl)methyl)imidazo[1,2-b]pyridazin-2-yl)methyl)-1,2,5-oxadiazole-3-carboxamide C1(CC1)C=1C(=NON1)C(=O)N[C@H](C=1N=C2N(N=CC(=C2)C[C@H]2C(N[C@@H](CC2)C(F)(F)F)=O)C1)C1CCC(CC1)(F)F |o1:21,24|